tert-butyl (3R)-3-(3-chloro-4-methyl-6,7-dihydropyrido[2,3-c]pyridazin-8(5H)-yl)piperidine-1-carboxylate ClC1=C(C2=C(N=N1)N(CCC2)[C@H]2CN(CCC2)C(=O)OC(C)(C)C)C